COC(=O)C=1C=C(C=NC1)OB(O)O (5-(methoxycarbonyl)pyridine-3-yl)boric acid